(S)-7-(5-((S)-4-phenyl-3,4-dihydro-1H-benzo[4,5]imidazo[2,1-c][1,4]oxazin-7-yl)pyrimidin-2-yl)hexahydroimidazo[1,5-a]pyrazin-3(2H)-one C1(=CC=CC=C1)[C@@H]1N2C(COC1)=NC1=C2C=C(C=C1)C=1C=NC(=NC1)N1C[C@H]2N(CC1)C(NC2)=O